C/C(/C=O)=C/CC1C(=CCCC1(C)C)C (Z)-2-methyl-4-(2,6,6-trimethylcyclohex-2-en-1-yl)but-2-enal